N1N=C(C=C1)C(=O)O 1H-pyrazole-carboxylic acid